(4-benzyl-3-oxo-3,4-dihydro-2H-benzo[b][1,4]thiazin-6-yl)carbamic acid tert-butyl ester C(C)(C)(C)OC(NC1=CC2=C(SCC(N2CC2=CC=CC=C2)=O)C=C1)=O